N-(5-((5-(hydroxymethyl)pyrazin-2-yl)methoxy)-1,3,4-thiadiazol-2-yl)-4-(2-methoxy-5-methylphenyl)-6-methylpyridine-3-carboxamide OCC=1N=CC(=NC1)COC1=NN=C(S1)NC(=O)C=1C=NC(=CC1C1=C(C=CC(=C1)C)OC)C